((1R,2S,4R,6R)-3''-((tert-butyldiphenylsilyl)oxy)dispiro[bicyclo[2.2.1]heptane-2,3'-[1,2,4]trioxolane-5',1''-cyclohexan]-6-yl)methanol [Si](C1=CC=CC=C1)(C1=CC=CC=C1)(C(C)(C)C)OC1CC2(CCC1)O[C@@]1(OO2)[C@H]2[C@@H](C[C@@H](C1)C2)CO